C(CCCCCCCCCCCCCCCCC)[Si](OC)(OC)CCCCCCCCCCCCCCCCCC di-n-octadecyldimethoxysilane